ClCCOCCOCCCl 1,2-bis-(2-chloroethoxy)ethane